Ethylmethylpyrrolidinium-bis(trifluoromethanesulfonyl)imide [N-](S(=O)(=O)C(F)(F)F)S(=O)(=O)C(F)(F)F.C(C)[N+]1(CCCC1)C